6-(3,4-dichlorophenyl)pyrimidine-4-carboxylic acid ClC=1C=C(C=CC1Cl)C1=CC(=NC=N1)C(=O)O